ethyl 2-hydrazinylquinoline-3-carboxylate N(N)C1=NC2=CC=CC=C2C=C1C(=O)OCC